5-chloro-7-fluoro-1-(tetrahydro-2H-pyran-2-yl)-1H-indazol-4-amine ClC1=C(C=2C=NN(C2C(=C1)F)C1OCCCC1)N